5,5',6,6',7,7',8,8'-octahydrobinaphthol C=1(C(=CC=C2CCCCC12)O)C1=CC=CC=2CCCCC12